C(CCCCC(C)C)OC(CCC1=CC(=C(C(=C1)C(C)(C)C)O)C(C)(C)C)=O 3,5-di-tert-butyl-4-hydroxybenzenepropanoic acid isooctyl ester